1-(tert-Butyl) 3-ethyl (3S,4R)-4-aminopyrrolidine-1,3-dicarboxylate N[C@@H]1[C@H](CN(C1)C(=O)OC(C)(C)C)C(=O)OCC